tin zinc indium [In].[Zn].[Sn]